(S)-9-fluoro-3-methyl-7-oxo-10-(4-(pyrazin-2-yl)piperazin-1-yl)-2,3-dihydro-7H-[1,4]oxazino[2,3,4-ij]quinoline-6-carboxylic acid FC=1C=C2C(C(=CN3C2=C(C1N1CCN(CC1)C1=NC=CN=C1)OC[C@@H]3C)C(=O)O)=O